CN(CCOC1=CC=C2C(=CNC(C2=C1)=O)C1=C(C=CC=C1)C)C 7-(2-(dimethylamino)ethoxy)-4-(o-tolyl)isoquinolin-1(2H)-one